6-{2-[(oxacyclohex-4-yl)amino]-5-(prop-1-en-2-yl)pyrimidin-4-yl}-2-[2-oxo-2-(1,2,3,4-tetrahydroisoquinolin-2-yl)ethyl]-2,3-dihydro-1H-isoindol-1-one O1CCC(CC1)NC1=NC=C(C(=N1)C1=CC=C2CN(C(C2=C1)=O)CC(N1CC2=CC=CC=C2CC1)=O)C(=C)C